1-Methyl-4-(4-nitrophenoxy)benzene CC1=CC=C(C=C1)OC1=CC=C(C=C1)[N+](=O)[O-]